ClC1=C2C=CC(=NC2=C(C=C1)C(=O)NC=1C=C(C=2N(C1)C=C(N2)C)F)OC 5-chloro-N-(8-fluoro-2-methyl-imidazo[1,2-a]pyridin-6-yl)-2-methoxy-quinoline-8-carboxamide